C(C)(C)(C)OC(=O)N1CC2N(C3=C(NC(C2)=O)C=C(C=C3)NCCC(=O)O)CC1 3-((3-(tert-Butyloxycarbonyl)-6-oxo-1,2,3,4,4a,5,6,7-octahydrobenzo[b]pyrazino[1,2-d][1,4]diazepin-9-yl)amino)propanoic acid